2-methyl-2-morpholino(morpholino)-1-(4-methylsulfanylphenyl)propan-1-one CC(C(=O)C1=CC=C(C=C1)SC)(CN1CCOCC1)N1CCOCC1